(S)-tert-butyl (1-oxo-1-(((4'-(trifluoromethoxy)-[1,1'-biphenyl]-4-yl) Methyl)amino)hexan-2-yl)carbamate O=C([C@H](CCCC)NC(OC(C)(C)C)=O)NCC1=CC=C(C=C1)C1=CC=C(C=C1)OC(F)(F)F